C(CCC\C=C/CC)OC(CCC(=O)OCCCCCCN(CCCCCCCC(=O)OC\C=C\CCCC)CCO)OCCCC\C=C/CC (E)-hept-2-en-1-yl 8-((6-((4,4-bis(((Z)-oct-5-en-1-yl)oxy)butanoyl)oxy)hexyl)(2-hydroxyethyl)amino)octanoate